C(C=C)(=O)N1C(CN(CC1)C1=NC(=NC=2CC(CCC12)N1CCCC2=CC=CC=C12)N1CC(C(C1)OC)N(C)C)CC#N 2-(1-acryloyl-4-(7-(3,4-dihydroquinolin-1(2H)-yl)-2-(3-(dimethylamino)-4-methoxypyrrolidin-1-yl)-5,6,7,8-tetrahydroquinazolin-4-yl)piperazin-2-yl)acetonitrile